4-{4-[4-(2-methoxyethoxy)phenoxy]piperidin-1-yl}-1-methyl-2-oxo-1,2-dihydroquinoline-3-carbonitrile COCCOC1=CC=C(OC2CCN(CC2)C2=C(C(N(C3=CC=CC=C23)C)=O)C#N)C=C1